NC1=NC(=C(C=C1C(=O)O)C(=O)O)O 2-amino-6-hydroxy-3,5-pyridinedicarboxylic acid